CC1=C2C=CC=NC2=CC(=C1)C1=CC=C(OC2CCN(CC2)C(=O)OC(C)(C)C)C=C1 tert-Butyl 4-(4-(5-methylquinolin-7-yl)phenoxy)piperidine-1-carboxylate